ClC1=CC(=C(C=C1)COC1=NC=CC(=N1)C1CCNCC1)F 2-[(4-chloro-2-fluorophenyl)methoxy]-4-(piperidin-4-yl)pyrimidine